2-adamantyl mercaptan C12C(C3CC(CC(C1)C3)C2)S